2-acetyl-8-(4-ethylcyclohexyl)-5-(4-(trifluoromethyl)benzyl)-2,5,8-triazaspiro[3.5]nonane-6,9-dione C(C)(=O)N1CC2(C1)N(C(CN(C2=O)C2CCC(CC2)CC)=O)CC2=CC=C(C=C2)C(F)(F)F